N-(2-fluorobenzyl)-2-(3-(5-methylthiophen-2-yl)-6-oxopyridazin-1(6H)-yl)acetamide FC1=C(CNC(CN2N=C(C=CC2=O)C=2SC(=CC2)C)=O)C=CC=C1